C(#N)C1=C(C=C(C=C1)N1C(N(C(C1=O)(C)C)C1=CC(=C(C(=O)N2CCC(CC2)CN2CCN(CC2)C(=O)OC(C)(C)C)C=C1)F)=S)C(F)(F)F tert-butyl 4-((1-(4-(3-(4-cyano-3-(trifluoromethyl)phenyl)-5,5-dimethyl-4-oxo-2-thioxoimidazolidin-1-yl)-2-fluorobenzoyl)piperidin-4-yl)methyl)piperazine-1-carboxylate